C(C)(C)C1=C(C(=CC=C1)C(C)C)N1C(N(C=C1)C1=C(C=CC=C1C(C)C)C(C)C)=[Au-2]Cl 1,3-bis(2,6-di-isopropylphenyl)imidazole-2-ylidenegold (I) chloride